rac-N-[(4-tert-butyl-2,5-dioxoimidazolidin-4-yl)methyl]-2-phenyl-2H-1,2,3-triazole-4-carboxamide C(C)(C)(C)[C@@]1(NC(NC1=O)=O)CNC(=O)C1=NN(N=C1)C1=CC=CC=C1 |r|